(E)-1-(morpholin-4-yl)ethan-1-one N1(CCOCC1)C(C)=O